(R)-N-(4-(4-(1-aminoethyl)-3-methylphenyl)-5-fluoropyridin-2-yl)cyclopropanecarboxamide Hydrochloride Cl.N[C@H](C)C1=C(C=C(C=C1)C1=CC(=NC=C1F)NC(=O)C1CC1)C